N-((3S,4S)-3-((6-(2,6-dichloro-3,5-di-methoxyphenyl)-8-(((tetrahydro-2H-pyran-4-yl)methyl)amino)pyrido[3,4-d]pyrimidin-2-yl)amino)tetrahydro-2H-pyran-4-yl)acrylamide ClC1=C(C(=C(C=C1OC)OC)Cl)C1=CC2=C(N=C(N=C2)N[C@@H]2COCC[C@@H]2NC(C=C)=O)C(=N1)NCC1CCOCC1